Allyl 2-O-acetyl-3-tert-butyldimethylsilyl-4-O-levulinoyl-α-L-rhamnopyranoside C(C)(=O)O[C@H]1[C@H](OCC=C)O[C@H]([C@@H]([C@]1(O)[Si](C)(C)C(C)(C)C)OC(CCC(=O)C)=O)C